FC(OC=1C=C(C=CC1)C1=CC(=CO1)C(=O)NC1=NC(=NS1)CN1CCOCC1)F 5-(3-(Difluoromethoxy)phenyl)-N-(3-(morpholinomethyl)-1,2,4-thiadiazol-5-yl)furan-3-carboxamide